COC1=C2C=CC=C(C2=CC=C1)CC#N 2-(5-methoxynaphthalen-1-yl)acetonitrile